(3R,4R)-3-[(4R)-benzyl-2-oxo-oxazolidine-3-carbonyl]-4-(1,3-thiazole-2-Yl)-pyrrolidine-1-carboxylic acid tert-butyl ester C(C)(C)(C)OC(=O)N1C[C@@H]([C@H](C1)C=1SC=CN1)C(=O)N1C(OC[C@H]1CC1=CC=CC=C1)=O